1-(2,2-difluoroethyl)-3-(5-((7-fluoro-2,3-dihydrobenzo[b][1,4]dioxin-5-yl)amino)-7-(methylamino)pyrazolo[1,5-a]pyrimidin-3-yl)urea FC(CNC(=O)NC=1C=NN2C1N=C(C=C2NC)NC2=CC(=CC=1OCCOC12)F)F